N-[5-[3-chloro-4-[[(Z)-[3-(2-isopropyl-5-methyl-phenyl)-4-oxo-thiazolidine-2-ylidene]carbamoyl]amino]phenyl]-2-methyl-1,2,4-triazol-3-yl]-4-(trifluoromethoxy)benzamide ClC=1C=C(C=CC1NC(\N=C\1/SCC(N1C1=C(C=CC(=C1)C)C(C)C)=O)=O)C=1N=C(N(N1)C)NC(C1=CC=C(C=C1)OC(F)(F)F)=O